FC1=CC=C(C=C1)N1C(C(=CC(=C1)C(C)C)C(=O)NC1=CC=C(C=N1)OC1=CC=NC2=CN=C(C=C12)C(=O)NC1CCN(CC1)C)=O 4-[[6-[[1-(4-fluorophenyl)-5-isopropyl-2-oxo-pyridine-3-carbonyl]amino]-3-pyridyl]oxy]-N-(1-methyl-4-piperidyl)-1,7-naphthyridine-6-carboxamide